CN(C)C[C@H]1CN(CCN1)C=1N=CC2=C(N1)CCN(C2)C(=O)OC(C)(C)C tert-butyl (S)-2-(3-((dimethylamino) methyl) piperazin-1-yl)-7,8-dihydropyrido[4,3-d]pyrimidine-6(5H)-carboxylate